dimethyl-1-oxobutan CC(C(=O)C)CC